[O].C(C(=O)O)(=O)O oxalic acid oxygen